ClC1=CC(=C(C=N1)C=1NC(=C(C1)C(=O)OC)SC)NC(C)C methyl 2-(6-chloro-4-(isopropylamino) pyridin-3-yl)-5-methylthioazole-4-carboxylate